N1=C(C=NC=C1)N pyrazine-amine